methyl 3-(4-((1-isobutyl-3-phenyl-1H-indazol-6-yl)methoxy)phenyl)butanoate C(C(C)C)N1N=C(C2=CC=C(C=C12)COC1=CC=C(C=C1)C(CC(=O)OC)C)C1=CC=CC=C1